1-benzyl-3-methyl-2-phospholene C(C1=CC=CC=C1)P1C=C(CC1)C